((3R,5r)-3-amino-5-fluoropiperidin-1-yl)(2-(3-(cyclopropylmethyl)-4-(1-(2-hydroxyethyl)-1H-pyrazol-4-yl)benzo[b]thiophen-2-yl)-4-methoxy-3-methylpyrazolo[1,5-a]pyridin-6-yl)methanone N[C@H]1CN(C[C@@H](C1)F)C(=O)C=1C=C(C=2N(C1)N=C(C2C)C2=C(C1=C(S2)C=CC=C1C=1C=NN(C1)CCO)CC1CC1)OC